6-amino-4-hydroxy-3-((4-aminophenyl)diazenyl)naphthalene diethyl-3-(2-((3-(2,6-dioxopiperidin-3-yl)-1-methyl-1H-indazol-7-yl)oxy)-acetamido)-1H-pyrrole-2,4-dicarboxylate C(C)OC(=O)C=1NC=C(C1NC(COC=1C=CC=C2C(=NN(C12)C)C1C(NC(CC1)=O)=O)=O)C(=O)OCC.NC=1C=C2C(=C(C=CC2=CC1)N=NC1=CC=C(C=C1)N)O